C(CCCCC(=O)OCC(CCCC)CC)(=O)OCC1=CC=CC=C1 benzyl (2-ethyl-hexyl) adipate